4,4'-difluoro-3,3'-bis(trifluoromethyl)-1,1'-biphenyl FC1=C(C=C(C=C1)C1=CC(=C(C=C1)F)C(F)(F)F)C(F)(F)F